P(OCCC#N)([O-])N 2-cyanoethyl phosphoramidite